((9-(4-cyanobicyclo[2.2.2]octan-1-yl)-7-methyl-8-oxo-8,9-dihydro-7H-purin-2-yl)amino)-2-fluoro-5-methylbenzamide C(#N)C12CCC(CC1)(CC2)N2C1=NC(=NC=C1N(C2=O)C)NC=2C(=C(C(=O)N)C=C(C2)C)F